ClC1=CC2=C(\C=C/N(CCO2)CC2=CC=C(N(CC)CC)C=C2)C=N1 (Z)-4-((9-chloro-2,3-dihydro-4H-pyrido[3,4-g][1,4]oxazocine-4-yl)methyl)-N,N-diethylaniline